1-(pyridin-2-ylcarbonyl)pyrrolidine-3-carboxylic acid methyl ester COC(=O)C1CN(CC1)C(=O)C1=NC=CC=C1